NC1=C(SC=2N=C(N=C(C21)C)C)C(=O)NC2CC=1C(=CC(=NC1CC2)N2CC(C(C2)OC(C)C)N)F 5-amino-N-{2-[3-amino-4-(propan-2-yloxy)pyrrolidin-1-yl]-4-fluoro-5,6,7,8-tetrahydroquinolin-6-yl}-2,4-dimethylthieno[2,3-d]pyrimidine-6-carboxamide